N-((1r,4r)-4-(3-methoxypropanamido)cyclohexyl)-5,6-dihydrobenzo[f]imidazo[1,5-d][1,4]oxazepine-10-carboxamide COCCC(=O)NC1CCC(CC1)NC(=O)C=1C=CC2=C(C=3N(CCO2)C=NC3)C1